1-[6-[(3,4-dimethylpyrimido[4',5':4,5]thieno[2,3-c]pyridazin-8-yl)amino]-2-azaspiro[3.3]heptan-2-yl]-3,3,3-trifluoro-propan-1-one CC1=C(C2=C(N=N1)SC1=C2N=CN=C1NC1CC2(CN(C2)C(CC(F)(F)F)=O)C1)C